1-(4-chlorophenyl)-3-(2-(4-ethylpiperazin-1-yl)-5-(4-(4-((6-(trifluoromethyl)pyridazin-3-yl)oxy)-phenyl)piperidine-1-carbonyl)phenyl)urea ClC1=CC=C(C=C1)NC(=O)NC1=C(C=CC(=C1)C(=O)N1CCC(CC1)C1=CC=C(C=C1)OC=1N=NC(=CC1)C(F)(F)F)N1CCN(CC1)CC